C(C)OC1=NC=CC=C1C1=NC(=C(C=C1)N1[C@@H](CN(CC1)C(=O)OC1(CCC1)C1=CC=CC=C1)CC)C(N[C@H]1CN(CC1)C)=O 1-phenylcyclobutyl (3R)-4-(2'-ethoxy-6-{[(3R)-1-methylpyrrolidin-3-yl]carbamoyl}-[2,3'-bipyridin]-5-yl)-3-ethylpiperazine-1-carboxylate